para-iodo-D-phenylalanine IC1=CC=C(C[C@@H](N)C(=O)O)C=C1